4-(Oxetan-3-yloxy)-N-((1R,3S)-3-(piperazin-1-yl)cyclohexyl)-5-(trifluoromethyl)pyrimidin-2-amine O1CC(C1)OC1=NC(=NC=C1C(F)(F)F)N[C@H]1C[C@H](CCC1)N1CCNCC1